(R)-2-(5-(1-ethylcyclopropyl)-3-fluoro-2-methoxyphenyl)-2-((R)-3-((5-(4-methoxy-5,6,7,8-tetrahydro-1,8-naphthyridin-2-yl)pentyl)oxy)pyrrolidin-1-yl)acetic acid C(C)C1(CC1)C=1C=C(C(=C(C1)[C@H](C(=O)O)N1C[C@@H](CC1)OCCCCCC1=NC=2NCCCC2C(=C1)OC)OC)F